rel-N-(5-((1R,3S)-3-(pyridin-3-yloxy)cyclopentyl)-1H-pyrazol-3-yl)pyrido[2,3-d]pyrimidin-4-amine N1=CC(=CC=C1)O[C@@H]1C[C@@H](CC1)C1=CC(=NN1)NC=1C2=C(N=CN1)N=CC=C2 |o1:7,9|